S-ethyl (1-(benzo[d][1,3]dioxol-5-yl)propan-2-yl)carbamothioate O1COC2=C1C=CC(=C2)CC(C)NC(SCC)=O